2-fluoro-N-(6-(6-fluoro-5-(methylthio)-1H-indazol-4-yl)imidazo[1,2-a]pyridin-2-yl)cyclopropane-1-carboxamide FC1C(C1)C(=O)NC=1N=C2N(C=C(C=C2)C2=C3C=NNC3=CC(=C2SC)F)C1